C(C)OC(C[C@@H](C=1C=C(C=CC1)C1=CC=C(C=C1)OC)NC(=O)NC=1C(N(C=C(C1O)C)C)=O)=O (S)-3-(3-(4-hydroxy-1,5-dimethyl-2-oxo-1,2-dihydropyridin-3-yl)ureido)-3-(4'-methoxybiphenyl-3-yl)propanoic acid ethyl ester